((2-(tert-butyldimethylsilyloxy)ethyl)dithio)ethyl-5-amino-1H-indazole [Si](C)(C)(C(C)(C)C)OCCSSCCN1N=CC2=CC(=CC=C12)N